FC(C=1C=C(C=NC1OC)NC(C(=O)N1[C@H](CC[C@@H](C1)C)C1=CC=C(C=C1)F)=O)F N-[5-(Difluoromethyl)-6-methoxy-3-pyridyl]-2-[(2R,5S)-2-(4-fluorophenyl)-5-methyl-1-piperidyl]-2-oxo-acetamide